FC1=C(C=CC(=C1)C1=CC2=C(N=C(N=C2)N[C@@H]2CNC[C@H](C2)F)N(C1=O)C(C)C)NS(=O)(=O)CC1=C(C=CC=C1)F N-(2-fluoro-4-(2-(((3S,5S)-5-fluoro-piperidin-3-yl)amino)-8-isopropyl-7-oxo-7,8-dihydropyrido[2,3-d]-pyrimidin-6-yl)phenyl)-1-(2-fluorophenyl)-methanesulfonamide